2-chloro-N-(5-chloro-2,4-difluorophenyl)-N-methylacetamide ClCC(=O)N(C)C1=C(C=C(C(=C1)Cl)F)F